FC=1C=CC=C2[C@@H](C3(CCN(CC3)C(=O)OC(C)(C)C)CC12)N[S@@](=O)C(C)(C)C tert-butyl (3R)-7-fluoro-3-{[(S)-2-methylpropane-2-sulfinyl]amino}-1,3-dihydrospiro[indene-2,4'-piperidine]-1'-carboxylate